C(C1=CC=CC=C1)OC(CO)CC 2-(benzyloxy)-1-butanol